(1r,4r)-1-((2'-(benzyloxy)-3',6-difluoro-[1,1'-biphenyl]-3-yl)methyl)-4-(methylsulfonamido)cyclohexane-1-carboxamide C(C1=CC=CC=C1)OC1=C(C=CC=C1F)C1=CC(=CC=C1F)CC1(CCC(CC1)NS(=O)(=O)C)C(=O)N